O=C1NC(CCC1N1C(C2=CC=C(C=C2C1)CNC(=O)C=1COC2=CC(=C(C=C2C1)C)Cl)=O)=O N-((2-(2,6-dioxopiperidin-3-yl)-1-oxoisoindolin-5-yl)methyl)-7-chloro-6-methyl-2H-chromene-3-carboxamide